ClC1=C(C(=CC=C1F)F)CN1C[C@@H](N(C[C@H]1C)C1=CC(N(C=2C=CC(=NC12)C#N)C)=O)C 8-[(2s,5r)-4-[(2-chloro-3,6-difluorophenyl)methyl]-2,5-dimethylpiperazin-1-yl]-5-methyl-6-oxo-5,6-dihydro-1,5-naphthyridine-2-carbonitrile